(2R,6S)-N-{2-benzyl-2-azaspiro[3.3]heptan-6-yl}-4-[5-(difluoromethoxy)pyrimidin-2-yl]-2,6-dimethylpiperazine-1-carboxamide C(C1=CC=CC=C1)N1CC2(C1)CC(C2)NC(=O)N2[C@@H](CN(C[C@@H]2C)C2=NC=C(C=N2)OC(F)F)C